2-(Chloromethyl)-5-methoxy-pyridine ClCC1=NC=C(C=C1)OC